O1C(CCCC1)N1N=CC=C1C1=CC=C2C(=CC=NC2=C1)O 7-(1-(tetrahydro-2H-pyran-2-yl)-1H-pyrazol-5-yl)quinolin-4-ol